2-benzyloxy-1,3-dimethoxymethylpropane C(C1=CC=CC=C1)OC(CCOC)CCOC